(3-(2-chloro-5-((1R,3R)-2,2-dichloro-3-(4-fluoro-3-(trifluoromethyl)phenyl)cyclopropane-1-carboxamido)-3-methylbenzamido)-2,4-difluorophenyl)carbamic acid tert-butyl ester C(C)(C)(C)OC(NC1=C(C(=C(C=C1)F)NC(C1=C(C(=CC(=C1)NC(=O)[C@@H]1C([C@H]1C1=CC(=C(C=C1)F)C(F)(F)F)(Cl)Cl)C)Cl)=O)F)=O